O=C1N(C(CC1)=O)OC(CCC(=O)NCCO[C@@H]1[C@@H](O)[C@@H](O[C@@H]2[C@@H](O)[C@@H](O)[C@H](O)[C@H](O2)CO)[C@H](O)[C@H](O1)CO[C@@H]1[C@@H](O)[C@@H](O)[C@H](O)[C@H](O1)CO)=O 4-[(2,5-Dioxopyrrolidin-1-yl)oxy]-N-(2-{[α-D-mannopyranosyl-(1→3)-[α-D-mannopyranosyl-(1→6)]-α-D-mannopyranosyl]oxy}ethyl)-4-oxo-butanamide